C/C(=C/C(=O)OCC)/CC(C)C ethyl (Z)-3-methyl-5-methyl-2-hexenoate